(3,7-dimethyloct-1,6-dien-3-yl) acetate C(C)(=O)OC(C=C)(CCC=C(C)C)C